seleno-cysteine N[C@@H](C[SeH])C(=O)O